4-methoxycarbonyloxytetrahydrothiophene COC(=O)OC1CCSC1